CC=1C(=NN(C1)COCC[SiH3])N1N=C(C(=C1)B1OC(C(O1)(C)C)(C)C)C(F)(F)F [2-[[4-methyl-3-[4-(4,4,5,5-tetramethyl-1,3,2-dioxaborolan-2-yl)-3-(trifluoromethyl)pyrazol-1-yl]pyrazol-1-yl]methoxy]ethyl]silane